C(#C)C=1C=C(C=CC1)NC1=NC=NC2=CC(=C(C=C12)OCCOC)OCCOC N-(3-ethynyl-phenyl)-6,7-bis-(2-methoxyethoxy)quinazolin-4-amine